(11-((4,4''-Diheptyl-[1,1':4',1''-terphenyl]-2'-yl)oxy)undecyl)phosphonic acid C(CCCCCC)C1=CC=C(C=C1)C1=C(C=C(C=C1)C1=CC=C(C=C1)CCCCCCC)OCCCCCCCCCCCP(O)(O)=O